(R)-2-(2-Hydroxypropan-2-yl)-N'-((2-isopropyl-3-methyl-6,7-dihydro-5H-cyclopenta[b]pyridin-4-yl)carbamoyl)thiazole-5-sulfonimidamide OC(C)(C)C=1SC(=CN1)[S@@](=O)(N)=NC(NC1=C2C(=NC(=C1C)C(C)C)CCC2)=O